1'-[7-(3-chloro-2-methyl-4-pyridinyl)-6-methyl-pyrazolo[1,5-a]pyrazin-4-yl]-5-fluoro-spiro[indan-2,4'-piperidin]-1-one ClC=1C(=NC=CC1C1=C(N=C(C=2N1N=CC2)N2CCC1(CC2)C(C2=CC=C(C=C2C1)F)=O)C)C